2,4-bis(trifluoromethyl)-6-(2-oxoimidazolidin-1-yl)phenyl (4-fluorophenyl)(methyl)carbamate FC1=CC=C(C=C1)N(C(OC1=C(C=C(C=C1N1C(NCC1)=O)C(F)(F)F)C(F)(F)F)=O)C